O=C1N(CCN(C1=O)CC=1SC(=NN1)C1=CC=CC=C1)C1(CC1)C#N 1-(2,3-dioxo-4-((5-phenyl-1,3,4-thiadiazol-2-yl)methyl)piperazin-1-yl)cyclopropane-1-carbonitrile